FC=1C(=NC(=NC1)NC1CCNCC1)C1=CC(=CC=C1)N1CCCCC1 5-fluoro-4-(3-(piperidin-1-yl)phenyl)-N-(piperidin-4-yl)pyrimidin-2-amine